[4-(2-tetrahydrofuran-2-yl-3H-imidazo[4,5-b]pyridin-7-yl)-1-piperidyl]-[4-(trifluoromethoxy)phenyl]methanone O1C(CCC1)C1=NC=2C(=NC=CC2C2CCN(CC2)C(=O)C2=CC=C(C=C2)OC(F)(F)F)N1